O1C=C(OC=CC=2C1=NC=CC2)C#N [1,4]dioxocino[5,6-b]pyridine-3-carbonitrile